CC1C2CCC(C1)CC2 2-methyl-bicyclo[2.2.2]octane